di-ethyl 2-oxabicyclo[2.2.2]oct-5-ene-3,3-dicarboxylate C12OC(C(C=C1)CC2)(C(=O)OCC)C(=O)OCC